2-Methyl-propane-1-sulfonic acid {3-[6-amino-8-(6-ethynyl-benzo[1,3]dioxol-5-ylsulfanyl)-purin-9-yl]-propyl}-amide NC1=C2N=C(N(C2=NC=N1)CCCNS(=O)(=O)CC(C)C)SC1=CC2=C(OCO2)C=C1C#C